C(C)(C)(C)OC(=O)N1C=CC(C=C1)C=1C(=NC=CC1)N1C(=CC=C1C)C (2,5-dimethyl-1H-pyrrol-1-yl)-[3,4'-bipyridine]-1'(4'H)-carboxylic acid tert-butyl ester